ClC1=C(C=C(C=C1)C1=NC=CC=C1)CNC1=NN2C(NC(=CC2=O)CCC)=N1 2-[[2-chloro-5-(2-pyridyl)phenyl]methylamino]-5-propyl-4H-[1,2,4]triazolo[1,5-a]pyrimidin-7-one